(2r,4s)-4-((2,3-dihydrobenzo[b][1,4]dioxin-6-yl)oxy)-2-methylpiperidine O1C2=C(OCC1)C=C(C=C2)O[C@@H]2C[C@H](NCC2)C